N[C@H](C(=O)NCCNC(C1=C(C=C(C=C1)NC=1C=2N(C=CN1)C(=CN2)C2=C(C(=C(C=C2)OC)F)F)CC)=O)[C@@H](C)O N-[2-[[(2S,3R)-2-amino-3-hydroxy-butanoyl]amino]ethyl]-4-[[3-(2,3-difluoro-4-methoxyphenyl)imidazo[1,2-a]pyrazin-8-yl]amino]-2-ethyl-benzamide